CN1N=C(C=C1)CN1CCN(CC1)C1=CC=C(C=N1)C1=CC(=CC=2N1C(=CN2)C#N)C=2C=NN(C2)C 5-(6-(4-((1-methyl-1H-pyrazol-3-yl)methyl)piperazin-1-yl)pyridin-3-yl)-7-(1-methyl-1H-pyrazol-4-yl)imidazo[1,2-a]pyridine-3-carbonitrile